((2,5-dimethylpyridin-4-yl)amino)-N-(1-(2-(2-methoxyethoxy)ethyl)-3-(pyridin-2-yl)-1H-pyrazol-4-yl)picolinamide CC1=NC=C(C(=C1)NC=1C(=NC=CC1)C(=O)NC=1C(=NN(C1)CCOCCOC)C1=NC=CC=C1)C